CC1(OC=2C=C(C=C(C2[C@H]2[C@H]1CCC(=C2)C)O)CCCCC)C (6Ar,10aR)-6,6,9-trimethyl-3-pentyl-6a,7,8,10a-tetrahydrobenzo[c]chromen-1-ol